3-(methylamino)oxetane CNC1COC1